COC(=O)C1CC(N(CC1)C(C1=C(C=CC=C1)C(F)(F)F)=O)C 2-methyl-1-(2-(trifluoromethyl)benzoyl)piperidine-4-carboxylic acid methyl ester